ClC1=NC=C(C(=O)NC([2H])([2H])[2H])C(=C1)NC1=NC=CC(=C1OC)C1=NC=CC=C1 6-chloro-4-((3'-methoxy-[2,4'-bipyridyl]-2'-yl)amino)-N-(methyl-d3)nicotinamide